5-((2-(2,6-dioxopiperidin-3-yl)-1,3-dioxoisoindol-4-yl)amino)-N-methylpentanamide formate C(=O)O.O=C1NC(CCC1N1C(C2=CC=CC(=C2C1=O)NCCCCC(=O)NC)=O)=O